S(=O)(=O)(O)CC.N[C@@H]1CN(CC1)C(=O)C=1C=CC(=C(C1)C1=CC(=C(C#N)C=C1)F)C1=C(C=C(C=C1)CC(C)(C)O)F 4-[5-[(3S)-3-aminopyrrolidine-1-carbonyl]-2-[2-fluoro-4-(2-hydroxy-2-methylpropyl)phenyl]phenyl]-2-fluoro-benzonitrile esylate